CC=1C(=NC(NC1)=O)NC(=O)N methyl-ureidopyrimidinone